C(=O)(OC(C)(C)C)N1C(C=2C=CN=C3C(=CC(=C1C23)NS(=O)(=O)C2=C(C=CC=C2)[N+](=O)[O-])NC(CC)=O)N 1-Boc-amino-6-propionylamino-8-o-nitrobenzenesulfonylaminopyrrolo[4,3,2-de]quinoline